N-[2-(3-bromophenyl)ethyl]propanamide BrC=1C=C(C=CC1)CCNC(CC)=O